2-hydroxynaphthalene-6-carbaldehyde OC1=CC2=CC=C(C=C2C=C1)C=O